C1(CC1)C1=NOC(=N1)C12OCC(CC1)(CC2)CN(C(=O)C21CC(C2)(C1)F)C1=CC(=CC=C1)C1=NOC(=C1)C1CC1 N-((1-(3-cyclopropyl-1,2,4-oxadiazol-5-yl)-2-oxabicyclo[2.2.2]octan-4-yl)methyl)-N-(3-(5-cyclopropylisoxazol-3-yl)phenyl)-3-fluorobicyclo[1.1.1]pentane-1-carboxamide